FC(OC1=C(C=C(C(=O)N)C=C1)OCC(C)C)F 4-(difluoromethoxy)-3-isobutoxybenzamide